FC1=CC=C(C=C1)C1=NN(C=C1C=1C2=C(N=CN1)OC(=C2)C2=CC=CC=C2)[C@H]2CN[C@H](C2)C 3-(4-fluorophenyl)-1-[(3R,5S)-5-methylpyrrolidin-3-yl]-4-{6-phenylfuro[2,3-d]pyrimidin-4-yl}pyrazole